(3-(N-cyclopropylsulfamoyl)-4-methoxyphenyl)boronic acid C1(CC1)NS(=O)(=O)C=1C=C(C=CC1OC)B(O)O